1-((1S,2R,6R)-7-oxabicyclo[4.1.0]Heptan-2-yl)-4-(3-fluorophenyl)-1H-1,2,3-triazole [C@@H]12[C@@H](CCC[C@H]2O1)N1N=NC(=C1)C1=CC(=CC=C1)F